racemic-2,2-dimethyltetrahydropyran-4-amine CC1(OCC[C@H](C1)N)C |r|